NCCCNC1=NC=CC(=C1)NC=1C(=NC(=C(N1)NC1CCOCC1)C)C(=O)N 3-((2-((3-aminopropyl)amino)pyridin-4-yl)amino)-6-methyl-5-((tetrahydro-2H-pyran-4-yl)amino)pyrazine-2-carboxamide